4-[2-(cyclopropoxy)ethyl-[4-(5,6,7,8-tetrahydro-1,8-naphthyridin-2-yl)butyl]amino]-2-(3,3-dimethylbutanoylamino)butanoic acid C1(CC1)OCCN(CCC(C(=O)O)NC(CC(C)(C)C)=O)CCCCC1=NC=2NCCCC2C=C1